BrCC(=O)C1=CC(=CC=C1)C(F)(F)F 2-bromo-1-[3-(trifluoromethyl)phenyl]-ethanone